Cl.N1=C(C=CC=C1)C=1SC=2CNCCC2N1 2-(Pyridin-2-yl)-4,5,6,7-tetrahydrothiazolo[5,4-c]pyridine hydrochloride